FC1=C(C=CC(=C1)F)N1C=C(C(C2=CC(=C(C(=C12)F)N1C[C@@H](N(CC1)C(=O)OC(C)(C)C)C(C)O)F)=O)C(=O)O (R)-1-(2,4-difluorophenyl)-6,8-difluoro-7-(4-t-butoxycarbonyl-3-(1-hydroxyethyl)-1-piperazinyl)-1,4-dihydro-4-oxoquinoline-3-carboxylic acid